N1=C(C=NC=C1)C=1C(=NC=CC1)N1CCN(CC1)[C@H]1CC2(CNC2)CC1 (6R)-6-[4-(3-pyrazin-2-yl-2-pyridyl)piperazin-1-yl]-2-azaspiro[3.4]-octane